2-Chloro-N-((1-tosylpiperidin-4-yl)methyl)acetamide ClCC(=O)NCC1CCN(CC1)S(=O)(=O)C1=CC=C(C)C=C1